1-vinyl-3-butyl-imidazole isoleucine salt N[C@@H]([C@@H](C)CC)C(=O)O.C(=C)N1CN(C=C1)CCCC